(2R,3R)-2-(4-(allyloxy)-3,5-dihydroxyphenyl)chroman-3,5,7-triol C(C=C)OC1=C(C=C(C=C1O)[C@H]1OC=2C=C(C=C(C2C[C@H]1O)O)O)O